methylleucine CN[C@@H](CC(C)C)C(=O)O